(S)-2-((S)-2-(2-bromoacetamido)-3-methoxypropionamido)-3-(4-methoxyphenyl)propanoic acid methyl ester COC([C@H](CC1=CC=C(C=C1)OC)NC([C@H](COC)NC(CBr)=O)=O)=O